CN(CCN(C1(CN(CCC1)C(=O)OC(C)(C)C)CCC1=CC(=CC=C1)C(F)(F)F)C)C tert-butyl 3-((2-(dimethylamino)ethyl)(methyl)amino)-3-(3-(trifluoromethyl)phenethyl)piperidine-1-carboxylate